ClC=1C(=C2C=NNC2=C(C1F)C(COC)C)C=1N=CC=2N(C1)C=C(N2)NC(=O)C2C(C2)F N-(6-(5-chloro-6-fluoro-7-(1-methoxypropan-2-yl)-1H-indazol-4-yl)imidazo[1,2-a]pyrazin-2-yl)-2-fluorocyclopropane-1-carboxamide